6-(4-(4-(4-((2,6-dioxopiperidin-3-yl)amino)benzyl)piperazin-1-yl)piperidin-1-yl)-2-(4-phenoxyphenyl)nicotinamide O=C1NC(CCC1NC1=CC=C(CN2CCN(CC2)C2CCN(CC2)C2=NC(=C(C(=O)N)C=C2)C2=CC=C(C=C2)OC2=CC=CC=C2)C=C1)=O